N1N=NC2=C1C=CC(=C2)C#CC2=CN=C(C1=CN=C(C=C21)NC2=NC=C(C=C2)OCCCCl)NC 4-[2-(1H-benzotriazol-5-yl)ethynyl]-N6-[5-(3-chloropropoxy)-2-pyridyl]-N1-methyl-2,7-naphthyridine-1,6-diamine